C(C)OC(=O)C=1SC2=C(C1C)C=C(C=C2)S(N(CCC2=CC=C(C=C2)C(F)(F)F)C2=C(C=CC=C2)N2CCN(CC2)C(=O)C=2SC=CC2Br)(=O)=O 5-(N-(2-(4-(3-bromothiophene-2-carbonyl)piperazin-1-yl)phenyl)-N-(4-(trifluoromethyl)phenethyl)sulfamoyl)-3-methylbenzothiophene-2-carboxylic acid ethyl ester